COC1=CC=C(C=C1)C1=NOC(=C1C1=CC=C(C=C1)OC)C1=CC=C(C=C1)OCCN1CCCCC1 4-methoxy-1-{4-(4-methoxyphenyl)-5-[4-(2-piperidinylethoxy)phenyl]isoxazol-3-yl}benzene